F[B-](F)(F)F.Cl[Ru-2](=CC1=C(C=CC=C1)OC(C)C)Cl dichloro(2-isopropoxybenzylidene)ruthenium (II) tetrafluoroborate